FC=1C(=C(C(=C(C1)N=C=O)F)F)F tetrafluorophenyl isocyanate